5-bromo-1-(1-ethoxyethyl)-3-iodo-1H-pyrazolo[3,4-b]Pyridine BrC=1C=C2C(=NC1)N(N=C2I)C(C)OCC